C(C1=CC=CC=C1)N1CC2(C1)CC(C2)NC(=O)N2[C@@H](CN(CC2)C2=CC=C(C=C2)C(F)(F)F)C (2R)-N-{2-benzyl-2-azaspiro[3.3]heptan-6-yl}-2-methyl-4-[4-(trifluoromethyl)phenyl]piperazine-1-carboxamide